COC=1C=C(C=CC1N1CCNCC1)N1N=NC=2C(N(C=3C=CC(=CC3C21)C=2C=NC(=CC2)OC)CC2=CC=C(C=C2)OC)=O 1-(3-methoxy-4-(piperazin-1-yl)-phenyl)-5-(4-methoxybenzyl)-8-(6-methoxypyridin-3-yl)-1,5-dihydro-4H-[1,2,3]triazolo[4,5-c]quinolin-4-one